8-ketotricyclo[5.2.1.02,6]decane O=C1C2C3CCCC3C(C1)C2